(2S,4R)-1-[(2S)-2-amino-3,3-dimethyl-butanoyl]-N-[(1R)-2-[tert-butyl(dimethyl)silyl]oxy-1-(4-ethynylphenyl)ethyl]-4-hydroxy-pyrrolidine-2-carboxamide N[C@H](C(=O)N1[C@@H](C[C@H](C1)O)C(=O)N[C@@H](CO[Si](C)(C)C(C)(C)C)C1=CC=C(C=C1)C#C)C(C)(C)C